COC(C1=CC(=CC(=C1)C#C)C#CC1=C(C=C(C=C1)OCC=1C(=NOC1C1CC1)C1=C(C=CC=C1Cl)Cl)Cl)=O.C(C)N(C1=CC(=CC=C1)NC(=O)C)CC N,N-diethyl-m-acetaminoaniline methyl-3-((2-chloro-4-((cyclopropyl-3-(2,6-dichlorophenyl)isoxazol-4-yl)methoxy)phenyl)ethynyl)-5-ethynylbenzoate